Cl.FC1=C2C=C(N=NC2=CC(=C1)C1=CC2=CN(N=C2C=C1)C)C1CCNCC1 5-Fluoro-7-(2-methyl-2H-indazol-5-yl)-3-(piperidin-4-yl)cinnoline hydrochloride